tributyl-[(Z)-2-ethoxyvinyl]stannane C(CCC)[Sn](\C=C/OCC)(CCCC)CCCC